Methyl m-[5-(m-phenoxyphenyl)-1-{[2-(trimethylsilyl)ethoxy]methyl}-1H-imidazol-2-ylcarbonylamino]benzoate O(C1=CC=CC=C1)C=1C=C(C=CC1)C1=CN=C(N1COCC[Si](C)(C)C)C(=O)NC=1C=C(C(=O)OC)C=CC1